C(C)C1=C(CC2CC3(CN(C3)C(=O)C3CC(C3)(C)O)C2)C=CC=C1 (6-(2-ethylbenzyl)-2-azaspiro[3.3]hept-2-yl)((1s,3s)-3-hydroxy-3-methylcyclobutyl)methanone